C(C)(C)(C)C=1N=C(C(=NC1C)C=1NC=2C=CN=C(C2C(C1)=O)C#N)C 2-(5-tert-butyl-3,6-dimethyl-pyrazin-2-yl)-4-oxo-1H-1,6-naphthyridine-5-carbonitrile